C(C1=CC=CC=C1)OC1=CN=CC(=N1)N1C[C@@H](CCC1)NC1=NC=NC(=C1)N1CCOCC1 N-[(3R)-1-(6-benzyloxypyrazin-2-yl)-3-piperidyl]-6-morpholino-pyrimidin-4-amine